CN1N=CC(=C1C)C1=CC=C2C(=CN=C(C2=C1)N)C=1SC(=C(N1)CNC)C1CCOCC1 7-(1,5-dimethyl-1H-pyrazol-4-yl)-4-(4-((Methylamino)methyl)-5-(tetrahydro-2H-pyran-4-yl)thiazol-2-yl)isoquinolin-1-amine